Cl.N1=C(C=CC=C1)OC1CNC1 3-(pyridin-2-yloxy)azetidine hydrochloride